4-(2-chloro-5-fluoropyrimidin-4-yl)-1-oxa-4-azaspiro[5.5]undecane ClC1=NC=C(C(=N1)N1CCOC2(C1)CCCCC2)F